FC=1C(=C(C=CC1F)[C@@H]1[C@@H](O[C@@](C1)(C(F)(F)F)CC)C(=O)NC1=CC(=NC=C1)C(=O)N)OC (2R,3R,5S)-4-[[3-(3,4-Difluoro-2-methoxy-phenyl)-5-ethyl-5-(trifluoromethyl)tetrahydrofuran-2-carbonyl]amino]pyridin-2-carboxamid